C(=O)C1=C2CN(C(C2=CC(=C1)CN1C[C@H](CCC1)C)=O)C1=CC(=CC(=N1)NCCC#N)C1(COC1)CC1=NN=CN1C 3-{[6-(4-formyl-6-{[(3S)-3-methylpiperidin-1-yl]methyl}-1-oxo-3H-isoindol-2-yl)-4-{3-[(4-methyl-1,2,4-triazol-3-yl)methyl]oxetan-3-yl}pyridin-2-yl]amino}propanenitrile